C(=O)(N1CCOCC1)N1CCOCC1 carbonyldimorpholine